C1=CC=C(C=C1)C(=O)NC(CCCN=C(N)N)C(=O)NC2=CC3=CC=CC=C3C=C2 The molecule is a member of the class of N-(2-naphthyl)carboxamides that is 5-carbamimidamido-N-(naphthalen-2-yl)pentanamide in which one of the hydrogens at position 2 has been replaced by a benzamido group. It is a member of benzamides, a N-(2-naphthyl)carboxamide and an arginine derivative.